2-(6-(((1R,3r,5S)-1,5-dimethyl-8-azabicyclo[3.2.1]oct-6-en-3-yl)(methyl)amino)pyridazin-3-yl)-5-(1H-imidazol-1-yl)phenol C[C@@]12CC(C[C@@](C=C1)(N2)C)N(C2=CC=C(N=N2)C2=C(C=C(C=C2)N2C=NC=C2)O)C